methyl-n-pentyl ketone CC(=O)CCCCC